3-(4-fluorophenyl)acrylic anhydride FC1=CC=C(C=C1)C=CC(=O)OC(C=CC1=CC=C(C=C1)F)=O